3-piperidone N1CC(CCC1)=O